C(C)(C)(C)OC(N=S(=O)(C)C1=CC(=CC=C1)N)=O.COC1CCC(CC1)=O p-methoxycyclohexanone tert-butyl-((3-aminophenyl)(methyl)(oxo)-λ6-sulfaneylidene)carbamate